tert-butyl (1R,5R,7R)-7-methyl-2,6-diazabicyclo[3.2.0]heptane-2-carboxylate C[C@H]1N[C@@H]2CCN([C@H]12)C(=O)OC(C)(C)C